6-((3-methoxy-4-((6-methylpyridin-3-yl)methoxy)phenyl)amino)-3-(4-(2-methoxyethyl)piperazin-1-yl)quinoxaline-5-carbonitrile COC=1C=C(C=CC1OCC=1C=NC(=CC1)C)NC1=C(C=2N=C(C=NC2C=C1)N1CCN(CC1)CCOC)C#N